BrC1=CC(=C(C=C1)[C@@H](C)CC(C)(S(=O)N)C)OC ((S)-1-(4-bromo-2-methoxyphenyl)ethyl)-2-methylpropane-2-sulfinamide